The molecule is a hydrochloride which has procainamide as the amino component. It has a role as an anti-arrhythmia drug. It contains a procainamide. [H+].CCN(CC)CCNC(=O)C1=CC=C(C=C1)N.[Cl-]